ethyl 3-amino-5-methoxy-1-(4-methoxybenzyl)-1H-indole-2-carboxylate NC1=C(N(C2=CC=C(C=C12)OC)CC1=CC=C(C=C1)OC)C(=O)OCC